(1-methyl-5-nitro-1H-imidazol-2-yl)methanol CN1C(=NC=C1[N+](=O)[O-])CO